5-(((trans-3-(3-cyclopropyl-4-(3-cyclopropylpyridin-2-yl)-1H-pyrazol-1-yl)cyclobutyl)methyl)amino)-2-(2,6-dioxopiperidin-3-yl)isoindoline-1,3-dione C1(CC1)C1=NN(C=C1C1=NC=CC=C1C1CC1)[C@@H]1C[C@H](C1)CNC=1C=C2C(N(C(C2=CC1)=O)C1C(NC(CC1)=O)=O)=O